ClC1=CC=C(CN2C3(CN(C3)C3=CC(=CC=C3)Cl)C(N(CC2=O)C(C)C)=O)C=C1 5-(4-chlorobenzyl)-2-(3-chlorophenyl)-8-isopropyl-2,5,8-triazaspiro[3.5]nonane-6,9-dione